C(N)(OC1[C@@H](N(CC1)C=1C2=C(N=C(N1)Cl)C(=C(N=C2)Cl)F)C(C)(C)C)=O (S)-tert-butyl-(1-(2,7-dichloro-8-fluoropyrido[4,3-d]pyrimidin-4-yl) pyrrolidin-3-yl) carbamate